N-((1-((2-(3,5-dichlorophenyl)-6-((6-(4-methylpiperazin-1-yl)pyridazin-3-yl)oxy)pyridin-4-yl)methyl)piperidin-4-yl)methyl)acetamide ClC=1C=C(C=C(C1)Cl)C1=NC(=CC(=C1)CN1CCC(CC1)CNC(C)=O)OC=1N=NC(=CC1)N1CCN(CC1)C